1-(3-(2-fluoroethoxy)-4-methyl-1-phenyl-1H-pyrazol-5-yl)-3-((3R,4S)-4-phenyl-1-(2,2,2-trifluoroethyl)pyrrolidin-3-yl)urea FCCOC1=NN(C(=C1C)NC(=O)N[C@H]1CN(C[C@@H]1C1=CC=CC=C1)CC(F)(F)F)C1=CC=CC=C1